C1(=CC=CC=C1)S(=O)(=O)N1C(=CC2=CC(=CC=C12)O[Si](C)(C)C(C)(C)C)I 1-(benzenesulfonyl)-5-[(tert-butyldimethylsilyl)oxy]-2-iodo-1H-indole